(R)-2-(1-(4-cyanophenyl)-1H-pyrazol-4-yl)-N-(3-cyclopropyl-1H-pyrazol-5-yl)propanamide C(#N)C1=CC=C(C=C1)N1N=CC(=C1)[C@H](C(=O)NC1=CC(=NN1)C1CC1)C